4-((4-((4,4-difluoropiperidin-1-yl)methyl)-3-fluorobenzyl)thio)-2-(2,6-dioxopiperidin-3-yl)-7-fluoroisoindoline-1,3-dione FC1(CCN(CC1)CC1=C(C=C(CSC2=C3C(N(C(C3=C(C=C2)F)=O)C2C(NC(CC2)=O)=O)=O)C=C1)F)F